3,5-difluoro-4-((6-methyl-2-oxo-7-phenyl-2,3-dihydro-1H-imidazo[4,5-c]pyridin-1-yl)methyl)benzenesulfonamide 4,4'-diaminoquaterphenyl-At NC=1C=C(C(=CC1)C=1C(=CC(=CC1)N)C=1C(=CC=CC1)C1=CC=CC=C1)C(=O)O.FC=1C=C(C=C(C1CN1C(NC=2C=NC(=C(C21)C2=CC=CC=C2)C)=O)F)S(=O)(=O)N